C(C)(C)(C)OC(N(C)CC1=C(SC=2N(C(N(C(C21)=O)C=2C=NC(=CC2)OC)=O)CC2=C(C=CC=C2F)F)C2=C1C=CC=NC1=C(C=C2)C(N)=O)=O N-{[6-(8-carbamoylquinolin-5-yl)-1-[(2,6-difluorophenyl)methyl]-3-(6-methoxypyridin-3-yl)-2,4-dioxothieno[2,3-d]pyrimidin-5-yl]methyl}-N-methylcarbamic acid tert-butyl ester